C(C)N1C(=NC=2N(C(N(C(C12)=O)C)=O)C)CN1CCC(CC1)CC1=CC=CC=C1 7-Ethyl-3,7-dihydro-1,3-dimethyl-8-[[4-(phenylmethyl)-1-piperidinyl]methyl]-1H-purine-2,6-dione